C(C1=CC=CC=C1)OC(=O)N[C@@H](CCC(=O)OC(C)(C)C)C(=O)NC1=CC(=CC(=C1)C(F)(F)F)OC tert-Butyl (S)-4-(((benzyloxy)carbonyl)amino)-5-((3-methoxy-5-(trifluoromethyl)phenyl)amino)-5-oxopentanoate